FC=1C(=C(C(=O)O)C=CC1F)NC1=C(C=C(C=C1)I)F 3,4-difluoro-2-(2-fluoro-4-iodophenylamino)-benzoic acid